4-(1-ethoxyethyl)-1H-pyrazole C(C)OC(C)C=1C=NNC1